C(C)C1=CC=C(C=C2C(=CCO2)C2=CC=CC=C2)C=C1 5-p-ethylbenzylidene-4-phenyl-furan